The molecule is an inorganic nitrate salt having Cd(2+) as the counterion. It has a role as a carcinogenic agent, a hepatotoxic agent and a genotoxin. It is a cadmium salt and an inorganic nitrate salt. It contains a cadmium(2+). [N+](=O)([O-])[O-].[N+](=O)([O-])[O-].[Cd+2]